N-(3-(5-chloro-1H-indol-3-yl)propyl)-4-(4-(piperidin-1-yl)butyl)benzenesulfonamide ClC=1C=C2C(=CNC2=CC1)CCCNS(=O)(=O)C1=CC=C(C=C1)CCCCN1CCCCC1